4-((4-bromo-3-chlorophenyl)oxy)-1-methylpiperidine BrC1=C(C=C(C=C1)OC1CCN(CC1)C)Cl